FC(C(=O)O)(F)F.C(#C)C1=C2C=CC(=CC2=CC=C1F)O 5-ethynyl-6-fluoronaphthalene-2-ol trifluoroacetate